C[NH+]1CN(C(C1)C)C 1,3,4-trimethylimidazolinium